ClC=1N=C(C2=C(N1)NC=C2)NCC2=CC=NC=C2 2-chloro-N-(4-pyridylmethyl)-7H-pyrrolo[2,3-d]pyrimidin-4-amine